O=C1NC(CCC1N1C(C2=CC=C(C=C2C1=O)CN1CCC(CC1)C1=CSC(=C1)C)=O)=O 2-(2,6-dioxopiperidin-3-yl)-5-((4-(5-methylthien-3-yl)piperidin-1-yl)methyl)isoindoline-1,3-dione